CC1C2C(C2CO1)C(=O)OCC1=CC=CC=C1 benzyl 2-methyl-3-oxabicyclo[3.1.0]hexane-6-carboxylate